C1(=CC=C(C=C1)NC(=O)C=1SC=CC1)C1=CC=CC=C1 N-([1,1'-biphenyl]-4-yl)thiophene-2-carboxamide